Cl.Cl.CN[C@H]1CN(CC[C@H]1C)CC1=CC=CC=C1 |o1:4,9| (3R,4R)-rel-N,4-dimethyl-1-benzyl-3-piperidinamine dihydrochloride